ClC1=CC=C(C=CC(=O)O)C=C1 para-chlorocinnamic acid